C1CN(CCC12CCNCC2)[C@H](C)C2CCN(CC2)C2=C(C=C1C(=NN(C1=C2)C)C2C(NC(CC2)=O)=O)F 3-[6-[4-[(1R)-1-(3,9-diazaspiro[5.5]undecan-3-yl)ethyl]-1-piperidyl]-5-fluoro-1-methyl-indazol-3-yl]piperidine-2,6-dione